O(C1=CC=CC=C1)N1C(=NC2=C1C=CC=C2)N phenoxy-1H-benzo[d]imidazol-2-amine